C1OCCC12CCN(CC2)CCCOC=2C(=C(C=CC2)C2=C(C(=CC=C2)COC2=CC(=C(C=O)C=C2Cl)OCC=2C=NC=CC2)C)C 4-((3'-(3-(2-oxa-8-azaspiro[4.5]decan-8-yl)propoxy)-2,2'-dimethyl-[1,1'-biphenyl]-3-yl)methoxy)-5-chloro-2-(pyridin-3-ylmethoxy)benzaldehyde